3-(4-fluorophenyl)-5-(3-methoxyphenyl)-1,2,4-oxadiazole FC1=CC=C(C=C1)C1=NOC(=N1)C1=CC(=CC=C1)OC